C[C@@H]1N(CCOC1)C (3S,5S)-dimethylmorpholine